C12(CC3CC(CC(C1)C3)C2)OC2=NC(=NC(=C2)C2=C(C=CC=C2)C(C)C)NS(=O)(=O)C=2C=NN(C2)C N-[4-(1-adamantyloxy)-6-(2-isopropylphenyl)pyrimidin-2-yl]-1-methyl-pyrazole-4-sulfonamide